2-(2-(((3R,3aR,6R,6aR)-6-methoxyhexahydrofuro[3,2-b]furan-3-yl)oxy)-6-oxo-5-((3-phenylpropyl)amino)pyrimidin-1(6H)-yl)acetamide CO[C@@H]1CO[C@H]2[C@@H]1OC[C@H]2OC=2N(C(C(=CN2)NCCCC2=CC=CC=C2)=O)CC(=O)N